CC1C(C(C(C2(O1)OCC1=CC=C(C=C12)CC=1SC(=CC1)C1=NC=CC=C1)O)O)O 6'-methyl-6-((5-(pyridin-2-yl)thiophene-2-yl)methyl)-3',4',5',6'-tetrahydro-3H-spiro[isobenzofuran-1,2'-pyran]-3',4',5'-triol